N(=NC1=CC=C(N)C=C1)C1=CC=C(N)C=C1 4,4'-Azobisaniline